C(C)C1=CC=C(C(=N1)OC)NC(C)=C1C(OC(OC1=O)(C)C)=O 5-(1-((6-ethyl-2-methoxypyridin-3-yl)amino)ethylidene)-2,2-dimethyl-1,3-dioxane-4,6-dione